C1(=CCCCC1)C=1C=C(C=CC1)C1=NN=C2N1C1=CC=CC=C1C(=N2)NC (3-cyclohexenylphenyl)-N-methyl-[1,2,4]triazolo[4,3-a]quinazolin-5-amine